(1r,4r)-N1-(5-Chloro-4-(7-(pyrimidin-5-ylamino)imidazo[1,2-a]pyridin-3-yl)pyrimidin-2-yl)cyclohexane-1,4-diamine ClC=1C(=NC(=NC1)NC1CCC(CC1)N)C1=CN=C2N1C=CC(=C2)NC=2C=NC=NC2